R-2-HYDROXYGLUTARATE O[C@@H](C(=O)[O-])CCC(=O)[O-]